3-methyl-1,3-dihydro-1,4-benzodiazepine CC1CNC2=C(C=N1)C=CC=C2